CN1N=CC=2C(=NC(=CC21)C(=O)N)C=2N(C=C(N2)C2=CC(=NN2C[C@@H]2OCC2)C)C 1-methyl-4-[1-methyl-4-(3-methyl-1-{[(2R)-oxetan-2-yl]methyl}-1H-pyrazol-5-yl)-1H-imidazol-2-yl]-1H-pyrazolo[4,3-c]pyridine-6-carboxamide